(S)-5-bromo-2-(4-(4-((trisisopropylphenyl)ethyl)phenoxy)pyrrolidin-1-yl)pyridine BrC=1C=CC(=NC1)N1CC[C@@H](C1)OC1=CC=C(C=C1)CCC1=C(C(=C(C=C1)C(C)C)C(C)C)C(C)C